ClC=1C=NC(=C(C(=O)NC2CCC(CC2)CN2C(N(C3=C2C=CC=C3)C=3C=NC(=CC3)N3CC(CCC3)O)=O)C1)C 5-chloro-N-((1r,4r)-4-((3-(6-(3-hydroxypiperidin-1-yl)pyridin-3-yl)-2-oxo-2,3-dihydro-1H-benzo[d]imidazol-1-yl)methyl)cyclohexyl)-2-methylnicotinamide